C1(=CC=CC=C1)C(CC#N)C1=CC=CC=C1 3,3-diphenylpropionitrile